CC(=O)N[C@@H]1[C@H]([C@@H]([C@H](O[C@H]1O)CO)O[C@H]2[C@H]([C@H]([C@@H]([C@H](O2)CO)O[C@H]3[C@@H]([C@H]([C@@H]([C@H](O3)CO)O)O)NC(=O)C)O)O)O The molecule is an amino trisaccharide consisting of 2-acetamido-2-deoxy-beta-D-glucopyranosyl, beta-D-mannopyranosyl and 2-acetamido-beta-D-glucopyranosyl residues joined in sequence by (1->2) and (1->4) glycosidic bonds. It is an amino trisaccharide and a member of acetamides. It derives from a beta-D-Manp-(1->4)-beta-D-GlcpNAc and a beta-D-GlcpNAc-(1->4)-beta-D-Manp.